3-methyl-5-[(3R)-oxolan-3-yloxy]pyridin-2-ylbut-2-ynamide CC=1C(=NC=C(C1)O[C@H]1COCC1)CC#CC(=O)N